(3aS,4S,6aR)-6-(((2-(bis(4-methoxybenzyl)amino)-3-chloro-5-fluoroquinolin-7-yl)oxy)methyl)-2,2-dimethyl-3a,6a-dihydro-4H-cyclopenta[d][1,3]dioxol-4-ol COC1=CC=C(CN(C2=NC3=CC(=CC(=C3C=C2Cl)F)OCC2=C[C@@H]([C@H]3[C@@H]2OC(O3)(C)C)O)CC3=CC=C(C=C3)OC)C=C1